C(CCCCCCCC)OC=1C2=CC=CC=C2C(=C2C=CC=CC12)OCCCCCCCCC 9,10-di(n-nonyloxy)anthracene